N1=NN=C(C=C1)C(=C(C1=C(C(=CC=C1)S(=O)(=O)O)S(=O)(=O)O)C1=NN=NC=C1)C1=CC=CC=C1 bis-triazinyl-stilbenedisulfonic acid